1-(2-hydroxy-3-methoxy-2-methylpropyl)-1H-pyrazol OC(CN1N=CC=C1)(COC)C